C(C=C)(=O)OCC[Si](OC(C)C)(OC(C)C)OC(C)C acryloyloxyethyltriisopropoxysilane